tert-butyl 5-methoxy-2,3,6,7-tetrahydro-1H-1,4-diazepine-1-carboxylate COC1=NCCN(CC1)C(=O)OC(C)(C)C